4-{1-{2-[(2-fluorophenyl)amino]-2-oxoethyl}-1H-benzimidazol-2-yl}-N-(3-methoxyphenyl)benzamide FC1=C(C=CC=C1)NC(CN1C(=NC2=C1C=CC=C2)C2=CC=C(C(=O)NC1=CC(=CC=C1)OC)C=C2)=O